CC(C)CC1C=CC([C@H](C)C(=O)O)=CC=1 s-ibuprofen